ClC1=CC(=C2C=NNC(C2=C1)=O)CCOCCC(N1CCN(CC1)C1=NC=C(C=N1)C(F)(F)F)=O 7-chloro-5-(2-(3-oxo-3-(4-(5-(trifluoromethyl)pyrimidin-2-yl)piperazin-1-yl)propoxy)ethyl)phthalazin-1(2H)-one